C(C)OC/C(=C/C(=C/C1=CC=C(C=C1)F)/CCCCCC)/C 1-((E)-2-((E)-3-ethoxy-2-methylprop-1-en-1-yl)oct-1-en-1-yl)-4-fluorobenzene